CC1=CC(=NC(=C1)C)CN1CCOC2=C(C1=O)C=C(C=C2C=2C(=NN(C2)C)C(F)(F)F)CN2C(=NC=C2)C 4-((4,6-Dimethylpyridin-2-yl)methyl)-7-((2-methyl-1H-imidazol-1-yl)methyl)-9-(1-methyl-3-(trifluoromethyl)-1H-pyrazol-4-yl)-3,4-dihydrobenzo[f][1,4]oxazepin-5(2H)-one